1,8-diisocyanato-5-isocyanatomethyloctane N(=C=O)CCCCC(CCCN=C=O)CN=C=O